N-(1-methylpiperidin-4-yl)furo[2,3-d]pyrimidine-5-carboxamide CN1CCC(CC1)NC(=O)C1=COC=2N=CN=CC21